rac-Methyl 5-(2-fluoro-4-methoxy-5-(((1R,2R,3S,4S)-3-((3-((trifluoromethyl)sulfonyl)phenyl)carbamoyl)bicyclo[2.2.1]hept-5-en-2-yl)carbamoyl)phenyl)thiophene-3-carboxylate FC1=C(C=C(C(=C1)OC)C(N[C@@H]1[C@H]2C=C[C@@H]([C@@H]1C(NC1=CC(=CC=C1)S(=O)(=O)C(F)(F)F)=O)C2)=O)C2=CC(=CS2)C(=O)OC |r|